3-Methyl-6-prop-1-en-2-ylcyclohex-2-en CC1=CCC(CC1)C(=C)C